2-((S)-1-acryloyl-4-((S)-2'-(((S)-1,2-dimethylpyrrolidin-2-yl)methoxy)-2-fluoro-3-methyl-5',8'-dihydro-6'H-spiro[indene-1,7'-quinazolin]-4'-yl)piperazin-2-yl)acetonitrile C(C=C)(=O)N1[C@H](CN(CC1)C1=NC(=NC=2C[C@]3(CCC12)C(=C(C1=CC=CC=C13)C)F)OC[C@]1(N(CCC1)C)C)CC#N